FC=1C=C(C=CC1)[C@H]1[C@@H](CN(C1)CCOC)NC(=O)NC1=C(C(=NN1C1=CC=CC=C1)C1=CC(N(C=C1)C)=O)C 1-((3S,4R)-4-(3-fluorophenyl)-1-(2-methoxyethyl)pyrrolidin-3-yl)-3-(4-methyl-3-(1-methyl-2-oxo-1,2-dihydropyridin-4-yl)-1-phenyl-1H-pyrazol-5-yl)urea